BrC1=CC=CC=2N(C(NC21)=O)[C@H]2CC[C@H](CC2)C(=O)NC2=CC(=C(C=C2)F)F (Cis)-4-(4-bromo-2-oxo-2,3-dihydro-1H-1,3-benzodiazol-1-yl)-N-(3,4-difluorophenyl)cyclohexane-1-carboxamide